(-)-cytosine N1C(=O)N=C(N)C=C1